[SeH]C1OC2=C(C1)C=CC=C2 selenyldihydrobenzofuran